BrC=1C=CC2=C(CC3(CCN(CC3)C3CC3)O2)C1 5-bromo-1'-cyclopropyl-3H-spiro[benzofuran-2,4'-piperidine]